3-[4-[4-fluoro-2-(trifluoromethyl)-benzoyl]piperazin-1-yl]-4-methoxybenzenesulfonamide FC1=CC(=C(C(=O)N2CCN(CC2)C=2C=C(C=CC2OC)S(=O)(=O)N)C=C1)C(F)(F)F